C(C=C)OC1=C(C(=O)OCC=C)C=CC(=C1OC)NC(C1=C(C(=C(C=C1)NC(C1=CC=C(C=C1)NC([C@H](CC#N)NC(C1=CC=C(C=C1)NC(\C(=C\C1=CC=C(C=C1)OCC=C)\C)=O)=O)=O)=O)OC)OCC=C)=O (S,E)-Allyl 2-(allyloxy)-4-(2-(allyloxy)-4-(4-(2-(4-(3-(4-(allyloxy)phenyl)-2-methylacrylamido) benzamido)-3-cyanopropanamido)benzamido)-3-methoxybenzamido)-3-methoxybenzoate